5-[2-(1-Benzyl-decahydro-1,6-naphthyridin-6-yl)-2-oxoacetamido]pyridine-3-carboxamide C(C1=CC=CC=C1)N1CCCC2CN(CCC12)C(C(=O)NC=1C=C(C=NC1)C(=O)N)=O